N1C(=NC=C1)C(=O)[O-].[Li+] Lithium imidazole-2-carboxylate